N1(CCC1)CC(C(=O)NC(C)(C)C1=C(C=CC=C1)F)CC 2-(azetidin-1-yl-methyl)-N-(2-(2-fluorophenyl)propan-2-yl)butanamide